3-(4-aminophenyl)-2,4-dimethylpyridine 1-oxide NC1=CC=C(C=C1)C=1C(=[N+](C=CC1C)[O-])C